((1S*,2S*)-2-(4-methylpyrimidin-2-yl)cyclopropyl)quinoxalin-6-amine CC1=NC(=NC=C1)[C@@H]1[C@H](C1)C1=NC2=CC=C(C=C2N=C1)N |o1:7,8|